(S)-2-((S)-6-bromo-2,3-dihydro-1H-inden-1-yl)-2-((tert-butoxycarbonyl)amino)acetic acid BrC1=CC=C2CC[C@@H](C2=C1)[C@@H](C(=O)O)NC(=O)OC(C)(C)C